C(C)C1=CC=2N(C3=CC(=CC=C3C2C=C1)CC)C1=C(C=CC(=C1)C(C)(CC(C)(C)C)C)OC1OCCCC1 2,7-diethyl-9-(2-((tetrahydro-2H-pyran-2-yl)oxy)-5-(2,4,4-trimethylpentan-2-yl)phenyl)-9H-carbazole